C1(CCCCC1)C(C(=O)[O-])(CCCCCCCCCCCCCC)CI.[I-].C1(CCCCC1)C([N+]1(CCC=C(C1)C1=NSN=C1OCCCCCC)C)OC(CCCCCCCCCCCCCCC)=O.C1(CCCCC1)C(OC(CCCCCCCCCCCCCCC)=O)[N+]1(CCC=C(C1)C1=NSN=C1OCCCCCC)C 1-(cyclohexyl(palmitoyloxy)methyl)-5-(4-(hexyloxy)-1,2,5-thiadiazol-3-yl)-1-methyl-1,2,3,6-tetrahydropyridin-1-ium iodide Cyclohexyliodomethyl-palmitate